(5S)-N-(7-chloro-6-(trans-4-((S)-3-fluoropyrrolidin-1-yl)cyclohexyl)isoquinolin-3-yl)-6,6-dimethyltetrahydro-2H-pyran-3-carboxamide ClC1=C(C=C2C=C(N=CC2=C1)NC(=O)C1COC(CC1)(C)C)[C@@H]1CC[C@H](CC1)N1C[C@H](CC1)F